C1(CC1)C(CCC[C@@H](C)[C@H]1CC[C@H]2[C@@H]3CC[C@H]4C[C@H](CC[C@]4(C)[C@H]3CC[C@]12C)O)O 24-[cyclopropyl-(hydroxy)methyl]-5alpha-cholan-3beta-ol